COC1=NC(=CC(=N1)Cl)Cl monomethoxydichloropyrimidine